COC=1C(=NC=CC1)N1CCN(CC1)C(=O)OC(C)(C)C tert-butyl 4-(3-methoxy-2-pyridyl)piperazine-1-carboxylate